(S)-methanesulfonic acid 2-((tert-butoxycarbonyl) amino)-but-3-en-1-yl ester C(C)(C)(C)OC(=O)N[C@H](COS(=O)(=O)C)C=C